3-oxo-5,6-didehydrocycloheptyl-CoA O=C1CC(CC=CC1)SCCNC(CCNC([C@@H](C(COP(OP(OC[C@@H]1[C@H]([C@H]([C@@H](O1)N1C=NC=2C(N)=NC=NC12)O)OP(=O)(O)O)(=O)O)(=O)O)(C)C)O)=O)=O